COC1CN2CCC(C2(C1)C(=O)OCC)=C ethyl 6-methoxy-1-methylenetetrahydro-1H-pyrrolizin-7a(5H)-carboxylate